methyl 3-((3-((tert-butoxycarbonyl) (methyl) amino) azetidin-1-yl)sulfonyl)-4-fluorobenzoate C(C)(C)(C)OC(=O)N(C1CN(C1)S(=O)(=O)C=1C=C(C(=O)OC)C=CC1F)C